N,N-diethyl-aniline hydrobromide Br.C(C)N(C1=CC=CC=C1)CC